ClC1=CC=C(C=C1)C=1C=C(C(N(N1)C=1C=NC=CC1)=O)C(=O)NCC(C(F)F)O (+)-6-(4-chlorophenyl)-N-(3,3-difluoro-2-hydroxypropyl)-3-oxo-2-(pyridin-3-yl)-2,3-dihydropyridazine-4-carboxamide